NC1=NC(=C(C=2N1N=C(N2)NCC2=NC=CC=C2C)C2=NC=NC=C2)C=2C=C(C#N)C=CC2 3-(5-Amino-2-(((3-methylpyridin-2-yl)methyl)amino)-8-(pyrimidin-4-yl)-[1,2,4]triazolo[1,5-c]pyrimidin-7-yl)benzonitrile